cyclopropyl-6-oxo-1,6-dihydropyridine-3,4-dicarboxylic acid 3-(tert-butyl) ester 4-methyl ester COC(=O)C=1C(=CN(C(C1)=O)C1CC1)C(=O)OC(C)(C)C